(1R,2S,3R,5R)-3-[4-amino-5-(1H-imidazol-2-yl)pyrrolo[2,3-d]pyrimidin-7-yl]-5-[({3-[(2-phenylethyl)amino]propyl}amino)methyl]cyclopentane-1,2-diol NC=1C2=C(N=CN1)N(C=C2C=2NC=CN2)[C@H]2[C@@H]([C@@H]([C@H](C2)CNCCCNCCC2=CC=CC=C2)O)O